ClC=1C=C2N(C(N=C3C2=C(OCC2[C@H]4CC[C@@H](CN32)N4C(=O)OC(C)(C)C)N1)=O)CC1=CC(=C(C=C1)C)C tert-butyl (6R,9S)-2-chloro-13-(3,4-dimethylbenzyl)-12-oxo-5a,6,7,8,9,10,12,13-octahydro-5H-4-oxa-3,10a,11,13,14-pentaaza-6,9-methanonaphtho[1,8-ab]heptalene-14-carboxylate